C(#C)[C@@]1(CC[C@H]2[C@@H]3CCC=4C(=C(C(=CC4[C@H]3CC[C@]12C)[2H])O)[2H])O (8R,9S,13S,14S,17R)-17-ethynyl-13-methyl-7,8,9,11,12,13,14,15,16,17-decahydro-6H-cyclopenta[a]phenanthrene-2,4-d2-3,17-diol